N\C(=C/C(=O)C1=CC=C(C=C1)C1=CC=CC=C1)\C1=CC=CC=C1 (2Z)-3-amino-3-phenyl-1-(4-phenylphenyl)prop-2-en-1-one